COC1=CC2=C(C3=C1N(C=N3)C)C=C(S2)C(=O)OCC ethyl 4-methoxy-3-methyl-3H-thieno[3',2':3,4]benzo[1,2-d]imidazole-7-carboxylate